3-((2S,4R)-4-fluoropyrrolidin-2-yl)-1-methyl-1H-pyrazole-5-carbonitrile hydrochloride Cl.F[C@@H]1C[C@H](NC1)C1=NN(C(=C1)C#N)C